2-acetamidopyridine-3-carboxylate C(C)(=O)NC1=NC=CC=C1C(=O)[O-]